NC1=NC=2C=CC(=CC2C2=C1[C@@H](OC2)C)C(=O)N(CC2=NC=C(C=C2)C(F)(F)F)[C@H]2[C@H](C2)N (3S)-4-amino-N-((1R,2S)-2-aminocyclopropyl)-3-methyl-N-((5-(trifluoromethyl)-2-pyridinyl)methyl)-1,3-dihydrofuro[3,4-c]quinoline-8-carboxamide